(4S)-1-(4-chlorophenyl)-5,5-difluoro-3-(trifluoromethyl)-4,6-dihydrocyclopenta[c]pyrazol-4-ol ClC1=CC=C(C=C1)N1N=C(C2=C1CC([C@H]2O)(F)F)C(F)(F)F